O=C(CN1C(=CC=C1)C=O)C (2-oxopropyl)-1H-pyrrole-2-carbaldehyde